(S)-(3-(1-amino-1,3-dihydrospiro[indene-2,4'-piperidin]-1'-yl)-6-(cyclopropylethynyl)pyrazin-2-yl)methanol N[C@@H]1C2=CC=CC=C2CC12CCN(CC2)C=2C(=NC(=CN2)C#CC2CC2)CO